(2E,4E,6Z,8E)-3,7-dimethyl-9-(2,6,6-trimethyl-1-cyclohexenyl)non-2,4,6,8-tetraenoic acid C\C(=C/C(=O)O)\C=C\C=C(/C=C/C1=C(CCCC1(C)C)C)\C